4H-1,4-oxazine O1C=CNC=C1